C(COCCOCCOCCOCCOC=C)OC(CCN)=O 3-aminopropionic acid-3,6,9,12,15-pentaoxaheptadeca-16-enyl ester